N-(2,3-dihydro-1H-inden-2-yl)-2-(1H-pyrrol-1-yl)-6-benzothiazolecarboxamide C1C(CC2=CC=CC=C12)NC(=O)C1=CC2=C(N=C(S2)N2C=CC=C2)C=C1